5-{[(2,2-Dimethylpropionyl)amino]methyl}-N-{1-[2-methyl-4-(trifluoromethoxy)phenyl]-1H-indazol-4-yl}-2-(trifluoromethyl)benzamide CC(C(=O)NCC=1C=CC(=C(C(=O)NC2=C3C=NN(C3=CC=C2)C2=C(C=C(C=C2)OC(F)(F)F)C)C1)C(F)(F)F)(C)C